C(#N)C(CC1C(NCC1)=O)NC(=O)C1N(C2CC(C1CC2)(F)F)C([C@@H](NC(C(F)(F)F)=O)CC(C)C)=O N-(1-cyano-2-(2-oxopyrrolidin-3-yl)ethyl)-5,5-difluoro-2-((2,2,2-trifluoroacetyl)-leucyl)-2-azabicyclo[2.2.2]octane-3-carboxamide